N-(4-chloro-6-(((6-cyclopropyl-8-(3-methyl-2,4-dioxoimidazolidin-1-yl)imidazo[1,2-a]pyridin-2-yl)methyl)amino)pyrimidin-2-yl)-2-(4-methylpyrimidin-2-yl)cyclopropane-1-carboxamide ClC1=NC(=NC(=C1)NCC=1N=C2N(C=C(C=C2N2C(N(C(C2)=O)C)=O)C2CC2)C1)NC(=O)C1C(C1)C1=NC=CC(=N1)C